BrC1=C(C(=C(C=C1)N)Br)Br tribromophenyl-amine